C12OCC(C1)(C2)C2=NC(=CC(N2)=O)CC 2-(2-oxabicyclo[2.1.1]hexan-4-yl)-6-ethylpyrimidin-4(3H)-one